P(=O)(=O)OCCCCCCC(=O)[O-] 7-(phosphooxy)heptanoate